5-chloro-1-(3-fluoro-1-(3-methyloxetan-3-yl)piperidin-4-yl)-1H-pyrazol-4-amine ClC1=C(C=NN1C1C(CN(CC1)C1(COC1)C)F)N